C(CCCCC)C=1N([C@H]2[C@H](S)[C@H](O)[C@@H](CO)O2)C=2N=C(NC(C2N1)=O)N 8-Hexylthioguanosine